tris[3-(N,N-Dipropylamino)propyl]amin C(CC)N(CCC)CCCN(CCCN(CCC)CCC)CCCN(CCC)CCC